1-(2,3-difluorophenyl)piperazine FC1=C(C=CC=C1F)N1CCNCC1